C(C)(C)(C)OC(=O)N1C(OC[C@@H]1CC1C(N(C(C1)(C)C)C(=O)OC(C)(C)C)=O)(C)C (4S)-4-((1-(tert-butoxycarbonyl)-5,5-dimethyl-2-oxopyrrolidin-3-yl)methyl)-2,2-dimethyl-oxazolidine-3-carboxylic acid tert-butyl ester